6-{5-chloro-2-[(oxan-4-yl)amino]pyrimidin-4-yl}-2-(2-hydroxypropyl)-2,3-dihydro-1H-isoindol-1-one ClC=1C(=NC(=NC1)NC1CCOCC1)C1=CC=C2CN(C(C2=C1)=O)CC(C)O